C(C1=CC=CC=C1)N1N=CC(=C1C(=O)NC=1C(=C(C(=O)OCC)C=CC1F)F)F ethyl 3-(2-benzyl-4-fluoropyrazole-3-amido)-2,4-difluorobenzoate